5'-(dimethyloctylsilyl)-3'-methyl-5-(1,1,3,3-tetramethylbutyl)[1,1]-biphenyl C[Si](C=1C=C(C=C(C1)C1=CC=CC(=C1)C(CC(C)(C)C)(C)C)C)(CCCCCCCC)C